anthracenyl-pyrrole C1(=CC=CC2=CC3=CC=CC=C3C=C12)C=1NC=CC1